OC1=CC2=C(C(C=C(O2)[C@H]2OCCC2)=O)C=C1 (S)-7-hydroxy-2-((S)-tetrahydrofuran-2-yl)benzopyran-4-one